C(C)(=O)C=1C=CC(=C(C1)C=1C2=C(C(N(C1)C)=O)SC(=C2)C(=O)NCC)OC2=C(C=C(C=C2)F)F 4-(5-acetyl-2-(2,4-difluorophenoxy)phenyl)-N-ethyl-6-methyl-7-oxo-6,7-dihydrothieno[2,3-c]pyridine-2-carboxamide